ClC1=C(C=C(C=C1)C1=C(C=CC(=C1)F)NC(=O)C=1C(=NN(C1)C)C(F)(F)F)F N-(4'-chloro-3',5-difluoro-biphenyl-2-yl)-3-trifluoromethyl-1-methyl-1H-pyrazole-4-carboxamide